tert-butyl 4-[(3S)-1,2,3,4-tetrahydroisoquinolin-3-ylmethyl]piperazine-1-carboxylate C1N[C@@H](CC2=CC=CC=C12)CN1CCN(CC1)C(=O)OC(C)(C)C